FC1=CC=C(C=C1)C=1N=C(OC1C1=C(C=CC=C1)S(=O)(=O)N(CCC)CCC)C (4-(4-fluorophenyl)-2-methyloxazol-5-yl)-N,N-dipropylbenzenesulfonamide